CN1N=C(C=C1O)C 1,3-dimethyl-5-hydroxy-1H-pyrazole